2-(1-((1r,4r)-4-(cyanomethyl)cyclohexyl)-1,6-dihydroimidazo[4,5-d]pyrrolo[2,3-b]pyridin-2-yl)-N-(1H-pyrazol-4-yl)acetamide C(#N)CC1CCC(CC1)N1C(=NC=2C1=C1C(=NC2)NC=C1)CC(=O)NC=1C=NNC1